C(N)(OC(C(=O)NCCOC(=O)OC1=CC=C(C=C1)C=CC1=CC(=CC(=C1)OC)OC)C(C1=CC=CC=C1)C(C)(C)C)=O Tert-butyl-(1-((2-(((4-(3,5-dimethoxystyryl) phenoxy) carbonyl) oxy) ethyl) amino)-1-oxo-3-phenylpropan-2-yl) carbamate